3-amino-5-cyanophenylboric acid NC=1C=C(C=C(C1)C#N)OB(O)O